3-(1'-benzyl-3'-hydroxy-6-oxo-6,8-dihydro-2H,7H-spiro[furo[2,3-e]isoindol-3,4'-piperidin]-7-yl)piperidine-2,6-dione C(C1=CC=CC=C1)N1CC(C2(CC1)COC1=C3CN(C(C3=CC=C12)=O)C1C(NC(CC1)=O)=O)O